N-(5-Bromo-2-(3-(3-((tert-butyldimethylsilyl)oxy)piperidin-1-yl)propoxy)pyridin-3-yl)methanesulfonamide BrC=1C=C(C(=NC1)OCCCN1CC(CCC1)O[Si](C)(C)C(C)(C)C)NS(=O)(=O)C